CC1(CN(C1)CC(=O)NC=1C=C(C(=NC1)C)NC(=O)C=1C=NN2C1SC(=C2)C2=CC=NN2CC)C N-(5-(2-(3,3-dimethylazetidin-1-yl)acetamido)-2-methylpyridin-3-yl)-2-(1-ethyl-1H-pyrazol-5-yl)pyrazolo[5,1-b]thiazole-7-carboxamide